3-(4-(5-(2,3-dihydro-1H-inden-4-yl)-6-methoxy-1H-pyrazolo[4,3-b]pyridin-3-yl)-1H-pyrazol-1-yl)-N,N-dimethylazetidine-1-carboxamide C1CCC2=C(C=CC=C12)C1=C(C=C2C(=N1)C(=NN2)C=2C=NN(C2)C2CN(C2)C(=O)N(C)C)OC